COCO[C@H]1CC[C@@]2(C=3CC[C@@]4([C@H](CC[C@]4(C3CC[C@H]2C1(C)C)C)[C@H](C)CCC=C(C)C)C)C (3S,5R,10S,13R,14R,17R)-3-(methoxymethoxy)-4,4,10,13,14-pentamethyl-17-((R)-6-methylhept-5-en-2-yl)-2,3,4,5,6,7,10,11,12,13,14,15,16,17-tetradecahydro-1H-cyclopenta[a]phenanthrene